(2Z)-2-buten-1-ol C(\C=C/C)O